5-[(1S,5R)-3-(2-chloro-4-fluoro-benzoyl)-3,8-diazabicyclo[3.2.1]octan-8-yl]-3-cyclopropyl-N-(3-fluoropropyl)-N-methyl-imidazo[1,5-a]pyridine-7-sulfonamide ClC1=C(C(=O)N2C[C@@H]3CC[C@H](C2)N3C3=CC(=CC=2N3C(=NC2)C2CC2)S(=O)(=O)N(C)CCCF)C=CC(=C1)F